CC=1N=NN(N1)CCCCC1=CC=C(C=C1)O 4-(4-(5-methyl-2H-tetrazol-2-yl)butyl)phenol